(S)-N-[(1E)-1-(1H-indazol-5-yl)ethylidene]-2-methylpropane-2-sulfinamide N1N=CC2=CC(=CC=C12)\C(\C)=N\[S@@](=O)C(C)(C)C